N1C(=NCC1)N1CC(OCC1)C1=CC=C(C=C1)C1=CC=C(C=C1)F 4-(4,5-dihydro-1H-imidazol-2-yl)-2-(4'-fluoro-[1,1'-biphenyl]-4-yl)morpholine